rac-(3RS)-3-[[(1S)-1-phenylethyl]amino]-1,3,4,5-tetrahydro-1-benzoazepin-2-one C1(=CC=CC=C1)[C@H](C)N[C@H]1C(NC2=C(CC1)C=CC=C2)=O |&1:9|